(E)-2-(2,6-dichlorobenzamido)-3-(4-(2-(4-(pyridin-3-ylamino)cyclohexyl)vinyl)phenyl)propanoic acid ClC1=C(C(=O)NC(C(=O)O)CC2=CC=C(C=C2)\C=C\C2CCC(CC2)NC=2C=NC=CC2)C(=CC=C1)Cl